C(C)(C)(C)OC(=O)N1C[C@@H](CCC1)NCCCCC (R)-3-(n-pentylamino)piperidine-1-carboxylic acid tert-butyl ester